(1H-benzo[d]imidazol-2-yl)methanol N1C(=NC2=C1C=CC=C2)CO